C1(CCCCC1)OC1(CCN(CC1)C1=CN=NC(=C1)C1=C(C=CC=C1)O)C(=O)N1CC2(CN(C2)CCC2CCN(CC2)C2=CC=C(C=C2)N2C(CCCC2=O)=O)C1 (4-(4-(2-(6-(4-(CYCLOHEXYLOXY)-1-(6-(2-HYDROXYPHENYL)PYRIDAZIN-4-YL)PIPERIDINE-4-CARBONYL)-2,6-DIAZASPIRO[3.3]HEPTAN-2-YL)ETHYL)PIPERIDIN-1-YL)PHENYL)PIPERIDINE-2,6-DIONE